dicyclohexyl-[2,4,6-tris(prop-2-yl)phenyl]phosphonium C1(CCCCC1)[PH+](C1=C(C=C(C=C1C(C)C)C(C)C)C(C)C)C1CCCCC1